CC=1C=CC=2N(C3=CC=C(C=C3C2C1)C)C1=CC=C(C=C1)C=1C(=NC(=CC1C1=C(C=CC=C1)C1=NC(=NC(=N1)C1=CC=CC=C1)C1=CC=CC=C1)C1=CC=C(C=C1)N1C2=CC=C(C=C2C=2C=C(C=CC12)C)C)N1C2=C(C=3C=CC=CC13)C=NC=C2 5-(3,6-bis(4-(3,6-dimethyl-9H-carbazol-9-yl)phenyl)-4-(2-(4,6-diphenyl-1,3,5-triazin-2-yl)phenyl)pyridin-2-yl)-5H-pyrido[4,3-b]indole